C1(CCCC1)N(C1=CC=C(C=C1)[C@@H]1NCCC[C@@H]1C(=O)NC1=CC(=C(C=C1)C)C(F)(F)F)C=1N=CC=C2C=CC=NC12 (2R,3S)-2-[4-[cyclopentyl-(1,7-naphthyridin-8-yl)amino]phenyl]-N-[4-methyl-3-(trifluoromethyl)phenyl]piperidine-3-carboxamide